6-chloro-N-(3-ethynyl-2-fluorophenyl)pyrido[3,2-d]pyrimidin-4-amine ClC=1C=CC=2N=CN=C(C2N1)NC1=C(C(=CC=C1)C#C)F